Methyl 4-(2-(2-((S)-1-(2,3-difluorobenzyl)-5-oxopyrrolidin-2-yl)acetamido)-3-methylbutanamido)benzoate FC1=C(CN2[C@@H](CCC2=O)CC(=O)NC(C(=O)NC2=CC=C(C(=O)OC)C=C2)C(C)C)C=CC=C1F